C(C)(=O)O.C(C)(=O)O.ICOC1=CC=CC=C1 iodomethoxybenzene diacetate